3-[5-[1-(13-hydroxytridecanoyl)-4-piperidyl]-1-oxo-isoindolin-2-yl]piperidine-2,6-dione OCCCCCCCCCCCCC(=O)N1CCC(CC1)C=1C=C2CN(C(C2=CC1)=O)C1C(NC(CC1)=O)=O